ClC1=CC=C2C=CN(C(C2=C1)=O)C(C)C 7-chloro-N-isopropylisoquinolin-1(2H)-one